NC1=NC=C(C2=C1C(=NN2C(C)C)C2=NOC(=C2)C(C)(C)O)Cl 2-(3-(4-amino-7-chloro-1-isopropyl-1H-pyrazolo[4,3-c]pyridin-3-yl)isoxazol-5-yl)propan-2-ol